1,2-Ethylenglycol dimethacrylat C(C(=C)C)(=O)OCCOC(C(=C)C)=O